2-(2-chlorophenyl)-5,7-dihydroxy-8-((3S,4R)-3-hydroxy-1-methylpiperidin-4-yl)-4H-chromen-4-one ClC1=C(C=CC=C1)C=1OC2=C(C(=CC(=C2C(C1)=O)O)O)[C@@H]1[C@@H](CN(CC1)C)O